N-ethyl-N-(2-(5-methoxy-1H-indol-3-yl)ethyl)propan-1-amine C(C)N(CCC)CCC1=CNC2=CC=C(C=C12)OC